FC(C(C)(C)OC)(F)C=1C(=C(C=CC1)[C@@H](C)N1C(C2=CC=CC=C2C1=O)=O)F 2-{(1R)-1-[3-(1,1-difluoro-2-methoxy-2-methylpropyl)-2-fluorophenyl]ethyl}-1H-isoindole-1,3(2H)-dione